N-benzyl-2-phenylethanamine (R)-3-(5-chloro-2-oxo-6-(1-(pyridin-2-yl)ethoxy)benzo[d]oxazol-3(2H)-yl)propanoate ClC=1C(=CC2=C(N(C(O2)=O)CCC(=O)O)C1)O[C@H](C)C1=NC=CC=C1.C(C1=CC=CC=C1)NCCC1=CC=CC=C1